O[C@@H](CC=O)C1=CC(=CC(=C1)C(F)(F)F)C(F)(F)F (S)-3-hydroxy-3-(3,5-bis(trifluoromethyl)phenyl)-propanal